(R)-N-(((S)-4-(cyclopropylmethyl)-8-fluoro-4-hydroxy-9-methyl-3,14-dioxo-3,4,12,14-tetrahydro-1H-pyrano[3',4':6,7]indolizino[1,2-b]quinolin-11-yl)methyl)-2-hydroxypropionamide C1(CC1)C[C@]1(C(OCC=2C(N3CC=4C(=NC=5C=C(C(=CC5C4CNC([C@@H](C)O)=O)C)F)C3=CC21)=O)=O)O